Cl.COC=1N=C2C(=CC=NC2=CC1OC)OC1=C(C=C(C=C1)NC(=O)C1=CN(C=C(C1=O)C1=CC(=CC=C1)F)C)F N-[4-[(6,7-Dimethoxy-1,5-naphthyridin-4-yl)oxy]-3-fluorophenyl]-5-(3-fluorophenyl)-1-methyl-4-oxopyridine-3-carboxamide hydrochloride